O=C1NC2=C(N1CC1CCC(CC1)NC(C)=O)C=CC=C2 N-((1r,4r)-4-((2-oxo-2,3-dihydro-1H-benzo[d]imidazol-1-yl)methyl)cyclohexyl)acetamide